COC=1C=CC=2C3=C(C=NC2N1)COC(N3C3CC1C(CN(C1)C(=O)OC(C)(C)C)C3)=O Tert-butyl 5-(8-methoxy-2-oxo-2H-[1,3]oxazino[5,4-c][1,8]naphthyridin-1(4H)-yl)hexahydrocyclopenta[c]pyrrole-2(1H)-carboxylate